C(#N)C1=CC(=C(C=N1)OC1=CC(=C2C(=N1)N(C=N2)C)NC2=CC=C(C=N2)C(=O)N2CC(C2)C(=O)OC(C)(C)C)C tert-butyl 1-[6-[[5-[(6-cyano-4-methyl-3-pyridyl) oxy]-3-methyl-imidazo[4,5-b]pyridin-7-yl] amino] pyridine-3-carbonyl]azetidine-3-carboxylate